3-(2-(dimethylamino)ethyl)-1H-indol-4-yl (2-(N-methylacetamido)ethyl) carbonate C(OC1=C2C(=CNC2=CC=C1)CCN(C)C)(OCCN(C(C)=O)C)=O